3-bromooxazolidine BrN1COCC1